8-Isopropyl-1,3-dimethyl-tricyclo[4.4.0.0(2,7)]dec-3-ene C(C)(C)C1C2C3CC=C(C2C3(CC1)C)C